tert-butyl 4-(6-(benzyloxy)pyridin-2-yl)-4-hydroxypiperidine-1-carboxylate C(C1=CC=CC=C1)OC1=CC=CC(=N1)C1(CCN(CC1)C(=O)OC(C)(C)C)O